C(C=1C(O)=CC=CC1)(=O)OCCO monoethylene glycol salicylate